NC1=CC(=CC(=N1)C=1C=C2CN(C(C2=CC1)=O)C1CNCCC1)N1CCN(CC1)CC1=CC=CC=C1 3-(5-(6-amino-4-(4-benzylpiperazin-1-yl)pyridin-2-yl)-1-oxoisoindolin-2-yl)piperidine